(1S,2S)-(+)-N-toluenesulfonyl-1,2-diphenylethylenediamine C(C1=CC=CC=C1)S(=O)(=O)N[C@H]([C@@H](N)C1=CC=CC=C1)C1=CC=CC=C1